N,N'-(2,2'-dimethyl-[1,1'-biphenyl]-3,3'-diyl)bis(5-formyl-4-methoxypicolinamide) CC1=C(C=CC=C1NC(C1=NC=C(C(=C1)OC)C=O)=O)C1=C(C(=CC=C1)NC(C1=NC=C(C(=C1)OC)C=O)=O)C